tert-butyl 1-((7-ethoxy-4-(1-methyl-3-phenyl-1H-pyrazol-4-yl)quinazolin-6-yl)carbamoyl)-3-azabicyclo[3.1.0]hexane-3-carboxylate C(C)OC1=C(C=C2C(=NC=NC2=C1)C=1C(=NN(C1)C)C1=CC=CC=C1)NC(=O)C12CN(CC2C1)C(=O)OC(C)(C)C